OC=1C=C(C=C(C#N)C#N)C=CC1O 2-(3,4-dihydroxybenzylidene)malononitrile